2-methyl-1-oxo-1,2,3,4-tetrahydroisoquinoline-6-carboxylic acid CN1C(C2=CC=C(C=C2CC1)C(=O)O)=O